(4-((2-amino-3-chloropyridin-4-yl)oxy)-3-fluorophenyl)-1-(pyrimidin-4-yl)-5-(trifluoromethyl)-1H-pyrazole-4-carboxamide NC1=NC=CC(=C1Cl)OC1=C(C=C(C=C1)C1=NN(C(=C1C(=O)N)C(F)(F)F)C1=NC=NC=C1)F